glycerol tris-acetate C(C)(=O)OCC(OC(C)=O)COC(C)=O